NCCCCCCCC(=O)OCCCC(CCCCC)CCCCC 4-pentylnonyl 8-aminooctanoate